FC1=NNC2=CC=C(C=C12)C#CC1=NC(=NC=C1)C1=NC(=NC=C1)NCC=1C(=NC=CC1)F 4-((3-Fluoro-1H-indazol-5-yl)ethynyl)-N-((2-fluoropyridin-3-yl)methyl)-[2,4'-bipyrimidin]-2'-amine